C(C)(C)(C)[NH-] t-butyl-amide